2-(2-Cyanocyclopropyl)-2-methyl-propionic acid ethyl ester C(C)OC(C(C)(C)C1C(C1)C#N)=O